4-methoxy-N-(piperidin-4-yl)quinolin-6-amine hydrochloride Cl.COC1=CC=NC2=CC=C(C=C12)NC1CCNCC1